7-chloro-9-Oxo-9H-indeno[2,1-d]pyrimidine-2-carboxamidine ClC1=CC=2C(C=3N=C(N=CC3C2C=C1)C(=N)N)=O